N-[2,6-dimethyl-4-[2-(trifluoromethyl)-4,6,7,8-tetrahydrothiazolo[5,4-c]azepin-5-yl]phenyl]-3,3-dimethyl-butanamide CC1=C(C(=CC(=C1)N1CC2=C(CCC1)N=C(S2)C(F)(F)F)C)NC(CC(C)(C)C)=O